(S)-5-(benzyloxy)-2-methyl-N-(1-methylpyrrolidin-3-yl)benzofuran-3-carboxamide C(C1=CC=CC=C1)OC=1C=CC2=C(C(=C(O2)C)C(=O)N[C@@H]2CN(CC2)C)C1